BrCC=1C=C(C=C(C1)O)O 5-(bromomethyl)-1,3-dihydroxybenzene